(E)-N-((6-fluoropyridin-2-yl)methylene)-2-methylpropane-2-sulfinamide FC1=CC=CC(=N1)\C=N\S(=O)C(C)(C)C